acetylindoxyl CC(=O)N1C=C(C2=CC=CC=C21)O